C(#N)/C(/C(=O)NCC(CO)O)=C/C1=CC2=CC=C(C=C2C=C1)N1CCCCC1 (Z)-2-cyano-N-(2,3-dihydroxypropyl)-3-(6-(piperidin-1-yl)naphthalen-2-yl)acrylamide